3-amino-4-bromo-1-methyl-pyridin-2-one NC=1C(N(C=CC1Br)C)=O